Cl.CN1CC(CC1)C1=CC=2N=C(N=C(C2O1)N1CCOCC1)NC1=CC(=NN1)C=1C=C(C=CC1)C 6-(1-methylpyrrolidin-3-yl)-4-morpholino-N-(3-(m-tolyl)-1H-pyrazol-5-yl)furo[3,2-d]pyrimidin-2-amine hydrochloride